FC(C1=CC=C(C=C1)N1N=NC(=C1COC1=CC=C(N=N1)N1CC(NC(C1)C)=O)C)F 4-(6-((1-(4-(Difluoromethyl)phenyl)-4-methyl-1H-1,2,3-triazol-5-yl)methoxy)pyridazine-3-yl)-6-methylpiperazin-2-one